C1(=CC=CC=C1)CC(CN)N 3-phenyl-1,2-propanediamine